[Na+].C(C)[NH-] ethylamide, monosodium salt